C(C)[C@]1(C(OCC=2C(N3CC=4C(=NC=5C=CC(=C6C5C4CCC6)NC(C)=O)C3=CC21)=O)=O)O (S)-N-(9-ethyl-9-hydroxy-10,13-dioxo-2,3,9,10,13,15-hexahydro-1H,12H-benzo[de]pyrano[3',4':6,7]indolizino[1,2-b]quinolin-4-yl)acetamide